BrC1=C(C=CC=2OCCOC21)[N+](=O)[O-] 5-bromo-6-nitro-2,3-dihydrobenzo[b][1,4]dioxine